BrC=1C=C(N)C=CC1N1CCC(CC1)C(F)(F)F 3-bromo-4-(4-(trifluoromethyl)piperidin-1-yl)aniline